BrC1=C(N=C(C(=N1)C(=O)O)NCCNC(=O)OC(C)(C)C)C 6-bromo-3-((2-((tert-butoxycarbonyl)amino)ethyl)amino)-5-methylpyrazine-2-carboxylic acid